[N+](CCO)(CCO)(CCO)[O-] triethanolamine-N-oxide